((6-cyclopropyl-2,2-dimethyl-3-vinyl-2H-chromen-7-yl)oxy)triisopropylsilane C1(CC1)C=1C=C2C=C(C(OC2=CC1O[Si](C(C)C)(C(C)C)C(C)C)(C)C)C=C